FC1=CC(=C(C=C1)[C@H]1[C@H](O[C@]([C@@H]1C)(C(F)(F)F)C)C(=O)NC1=CC(=NC=C1)C(=O)N)OC 4-((2S,3S,4R,5R)-3-(4-fluoro-2-methoxyphenyl)-4,5-dimethyl-5-(trifluoromethyl)tetrahydrofuran-2-carboxamido)picolinamide